2,4-diphenyl-6-(3-(spiro[cyclopentane-1,9'-fluoren]-2'-yl)-[1,1'-biphenyl]-2-yl)-1,3,5-triazine C1(=CC=CC=C1)C1=NC(=NC(=N1)C1=CC=CC=C1)C1=C(C=CC=C1C1=CC=2C3(C4=CC=CC=C4C2C=C1)CCCC3)C3=CC=CC=C3